N1(C=NC=C1)C[C@@H]1COC=2C(=C(C=C3C(=NC(N1C23)=O)N2[C@H](CN([C@@H](C2)C)C(C=C)=O)C)Cl)C2=C(C=C(C=C2)F)F (3R)-3-((1H-imidazol-1-yl)methyl)-7-((2S,5R)-4-acryloyl-2,5-dimethylpiperazin-1-yl)-9-chloro-10-(2,4-difluorophenyl)-2H-[1,4]oxazino[2,3,4-ij]quinazolin-5(3H)-one